4-(5-(4-methoxyphenyl)-4-(perfluorocyclopent-1-en-1-yl)thiophen-2-yl)benzonitrile COC1=CC=C(C=C1)C1=C(C=C(S1)C1=CC=C(C#N)C=C1)C1=C(C(C(C1(F)F)(F)F)(F)F)F